The molecule is an alicyclic compound that is cyclopentene substituted at positions 1 and 3 by hydroxy and methyl groups respectively. It is an enol and an alicyclic compound. CC1CCC(=C1)O